(1-cyanocyclopropyl)-3-ethylsulfanyl-pyridine-2-carboxylic acid ethyl ester C(C)OC(=O)C1=NC=CC(=C1SCC)C1(CC1)C#N